zirconium(II) chloride [Cl-].[Zr+2].[Cl-]